4-(4-(benzyloxy)phenoxy)butyric acid C(C1=CC=CC=C1)OC1=CC=C(OCCCC(=O)O)C=C1